C(C)OCC1(CN(CC1)CC=1C(=NC(=CC1)C)C)C1=NC=CC=C1 3-((3-(ethoxymethyl)-3-(pyridin-2-yl)pyrrolidin-1-yl)methyl)-2,6-dimethylpyridine